The molecule is a polyunsaturated fatty acid that is deca-2,4-dienoic acid substituted by a hydroxy group at position 8 (the 2E,4Z stereoisomer). It is a medium-chain fatty acid, a straight-chain fatty acid, an alpha,beta-unsaturated monocarboxylic acid and a hydroxy polyunsaturated fatty acid. CCC(CC/C=C\\C=C\\C(=O)O)O